[As]([O-])([O-])([O-])=O.[Ca+2].[As]([O-])([O-])([O-])=O.[Ca+2].[Ca+2] calcium arsenate